OC([C@H](C)NC(=O)C=1SC=CN1)(C)C N-((S)-3-hydroxy-3-methylbut-2-yl)thiazole-2-carboxamide